BrC=1C=CC=2N(C1)N=CC2I 6-bromo-3-iodopyrazolo[1,5-a]pyridine